C(C)(C)(C)OC(=O)N1CC(CCC1)C1=NC=2N(C(N(C(C2N1C)=O)CC=1N(C2=CC=CC(=C2C1)Cl)C(=O)OC(C)(C)C)=O)C tert-butyl 2-[[8-(1-tert-butoxycarbonyl-3-piperidyl)-3,7-dimethyl-2,6-dioxo-purin-1-yl]methyl]-4-chloro-indole-1-carboxylate